6-(oxazol-5-yl)-N-(quinolin-8-yl)pyridine-3-sulfonamide O1C=NC=C1C1=CC=C(C=N1)S(=O)(=O)NC=1C=CC=C2C=CC=NC12